C1(CC1)N1N=C(N=C1C1=CC=C(C=C1)CN)C(F)(F)F 1-[4-[2-cyclopropyl-5-(trifluoromethyl)-1,2,4-triazol-3-yl]phenyl]methanamine